tert-butyl 3-(2-(3-(hydroxymethyl)-1H-1,2,4-triazol-1-yl)ethyl)benzoate OCC1=NN(C=N1)CCC=1C=C(C(=O)OC(C)(C)C)C=CC1